3-chloro-5-(4,4-difluoroazepan-1-yl)-2-(trifluoromethyl)isonicotinic acid ClC1=C(C(=O)O)C(=CN=C1C(F)(F)F)N1CCC(CCC1)(F)F